(2,2-dimethylpropane-1,1-diyl)bis(2,4-bis(2-phenylpropan-2-yl)phenol) CC(C(C=1C(=C(C=CC1C(C)(C)C1=CC=CC=C1)O)C(C)(C)C1=CC=CC=C1)C=1C(=C(C=CC1C(C)(C)C1=CC=CC=C1)O)C(C)(C)C1=CC=CC=C1)(C)C